magnesium methoxypropanol COC(CC)O.[Mg]